C1(=CC=CC=2CCCCC12)O 5,6,7,8-tetrahydro-1-naphthol